methyl-5-(4-(tert-butoxycarbonyl)piperidin-1-yl)picolinic acid CC=1C(=NC=C(C1)N1CCC(CC1)C(=O)OC(C)(C)C)C(=O)O